N-(4-bromophenyl)-2-((4-chlorophenyl-ethyl)amino)-2-phenylacetamide BrC1=CC=C(C=C1)NC(C(C1=CC=CC=C1)NCCC1=CC=C(C=C1)Cl)=O